COC1=CC=C(C=N1)N1C(NC2=C1C=CC=C2)=O 1-(6-methoxypyridin-3-yl)-1H-benzo[d]imidazol-2(3H)-one